3-amino-4-[(trimethylsilyl)ethynyl]Benzoic acid methyl ester COC(C1=CC(=C(C=C1)C#C[Si](C)(C)C)N)=O